ClC1=NC=CC=2C=3C(C4(NC12)COC4)=NN(N3)C 6'-chloro-2'-methyl-2',5'-dihydrospiro[oxetane-3,4'-[1,2,3]triazolo[4,5-c][1,7]naphthyridine]